ClC(C(=O)O[Si](C)(C)C)C trimethylsilyl 2-chloropropionate